4-fluoro-2-hydroxy-benzoate FC1=CC(=C(C(=O)[O-])C=C1)O